6-(1,4-dimethyl-1H-1,2,3-triazol-5-yl)-4-((3-fluoropyridin-2-yl)(tetrahydro-2H-pyran-4-yl)methyl)-3-methyl-4H-thieno[2',3':4,5]pyrrolo[3,2-b]pyridine CN1N=NC(=C1C=1C=C2C(=NC1)C1=C(N2C(C2CCOCC2)C2=NC=CC=C2F)C(=CS1)C)C